FC1=C(C(=O)NCC=2OC=CC2)C=CC=C1 2-fluoro-N-(furan-2-ylmethyl)benzamide